4-ethynyl-8-fluoro-2,2-dimethyl-2H-benzo[e][1,3]thiazine C(#C)C1=NC(SC2=C1C=CC=C2F)(C)C